1-(6-(4-(1,6-dimethyl-1H-indazol-7-yl)-3-methyl-7-((3S)-1-methyl-3-piperidinyl)-5,6,7,8-tetrahydro-1,7-naphthyridin-2-yl)-2,6-diazaspiro[3.4]octan-2-yl)-2-propen-1-one CN1N=CC2=CC=C(C(=C12)C1=C(C(=NC=2CN(CCC12)[C@@H]1CN(CCC1)C)N1CC2(CN(C2)C(C=C)=O)CC1)C)C